1-[(cis)-3-hydroxy-3-methylcyclobutyl]-6-(4,4,5,5-tetramethyl-1,3,2-dioxaborolan-2-yl)-1,2-dihydro-1,8-naphthyridin-2-one OC1(CC(C1)N1C(C=CC2=CC(=CN=C12)B1OC(C(O1)(C)C)(C)C)=O)C